2-(2-fluoro-4-(2-((4-(6-fluoropyridin-2-yl)-5-methylthiazol-2-yl)amino)-2-oxoethyl)phenoxy)pyridine-3-carboxamide FC1=C(OC2=NC=CC=C2C(=O)N)C=CC(=C1)CC(=O)NC=1SC(=C(N1)C1=NC(=CC=C1)F)C